CC1(CN(CC2=CC(=CC=C12)N1CCN(CC1)C)C(=O)OCC1=CC=CC=C1)C benzyl 4,4-dimethyl-7-(4-methylpiperazin-1-yl)-3,4-dihydroisoquinoline-2(1H)-carboxylate